ClC=1C(=CC(=C(C1)S(=O)(=O)NC=1SC=CN1)F)N[C@@H](C)C1=C(C=CC(=C1)F)F (S)-5-chloro-4-((1-(2,5-difluorophenyl)ethyl)amino)-2-fluoro-N-(thiazol-2-yl)benzenesulfonamide